Cl.OCCN(C1=CC=C2C(=NN(C2=C1)C)C1C(NC(CC1)=O)=O)C1CCNCC1 3-[6-[2-hydroxyethyl(4-piperidyl)amino]-1-methyl-indazol-3-yl]piperidine-2,6-dione hydrochloride